3-chloro-4-(pyrrolidin-1-yl)benzaldehyde ClC=1C=C(C=O)C=CC1N1CCCC1